N-(5-(2-(5,7-dihydro-6H-pyrrolo[3,4-b]pyrazin-6-yl)acetamido)-2-methylpyridin-3-yl)-7-(1-methyl-1H-pyrazol-4-yl)-[1,2,4]triazolo[4,3-a]pyridine-3-carboxamide N1=C2C(=NC=C1)CN(C2)CC(=O)NC=2C=C(C(=NC2)C)NC(=O)C2=NN=C1N2C=CC(=C1)C=1C=NN(C1)C